CC=1N(C=C[N+]1CCO)CCO 2-methyl-1,3-bis(2-hydroxyethyl)imidazolium